FC1=C(C=CC(=C1)C(F)(F)F)[C@@H](C)NC(C)=O (R)-N-(1-(2-fluoro-4-(trifluoromethyl)phenyl)ethyl)acetamide